3-propyladipic acid-13C C(CC)C(C[13C](=O)O)CCC(=O)O